6-(4-cyanophenyl)-1-(2-morpholinylethyl)-2-oxo-N-(spiro[3.3]hept-2-yl)-1,2-dihydro-1,8-naphthyridine-3-carboxamide C(#N)C1=CC=C(C=C1)C=1C=C2C=C(C(N(C2=NC1)CCN1CCOCC1)=O)C(=O)NC1CC2(C1)CCC2